BrC1=CC=C(C=NO)C=C1 Para-bromobenzaldehyde oxime